2-[(3R)-1-[(2R)-2-[4-(3-methyl-2-thienyl)-2-oxo-chromen-7-yl]oxypropionyl]-3-piperidinyl]acetic acid ethyl ester C(C)OC(C[C@@H]1CN(CCC1)C([C@@H](C)OC1=CC=C2C(=CC(OC2=C1)=O)C=1SC=CC1C)=O)=O